1-methyl-1,3-phenylenediamine CC1(CC(=CC=C1)N)N